4-[4-[(E)-3-(4-Nitrophenyl)prop-2-enoyl]phenoxy]butanoic acid [N+](=O)([O-])C1=CC=C(C=C1)/C=C/C(=O)C1=CC=C(OCCCC(=O)O)C=C1